BrC=1C=NC(=C(C(=O)N(COCC)C2CC2)C1)Cl 5-bromo-2-chloro-N-cyclopropyl-N-(ethoxymethyl)nicotinamide